CC1=CC=2N(C=C1NC1=NC3=C4N(C(N(C4=N1)C1CCC(CC1)O)=O)CCC3)N=CN2 2-((7-Methyl-[1,2,4]triazolo[1,5-a]pyridin-6-yl)amino)-4-((1r,4r)-4-hydroxycyclohexyl)-8,9-dihydro-7H-pyrido[1,2,3-gh]purin-5(4H)-one